N1(C=NC=C1)C(=O)NCCCC(C)(CCCNC(=O)N1C=NC=C1)NC(=O)NCCOCCOCCOCCNC(OCC1=CC=CC=C1)=O benzyl N-[2-[2-[2-[2-[[4-(imidazole-1-carbonylamino)-1-[3-(imidazole-1-carbonylamino)propyl]-1-methyl-butyl]carbamoylamino]ethoxy]ethoxy]ethoxy]ethyl]carbamate